P(=O)(OC)(OC[C@H](CCCCCCCCCCCCC)OCC1=CC(=CC(=C1)F)C#N)O methyl ((S)-2-((3-cyano-5-fluorobenzyl)oxy)pentadecyl) hydrogen phosphate